ClC=1C(=CC2=C(CC(O2)C=2C=C(C=C(C2)F)C2=NOC(N2)=O)C1)F 3-(3-(5-chloro-6-fluoro-2,3-dihydrobenzofuran-2-yl)-5-fluorophenyl)-1,2,4-oxadiazol-5(4H)-one